7-[2-(3-{pyrrolidin-1-yl}propyl)-4-fluorobenzenesulfonylamino]-1,3a,4,9b-tetrahydro-2H-furo[2,3-c]chromene-6-carboxylic acid N1(CCCC1)CCCC1=C(C=CC(=C1)F)S(=O)(=O)NC1=CC=C2C3C(COC2=C1C(=O)O)OCC3